2-[3-fluoro-4-(3-hydroxyoxetan-3-yl)phenyl]-4-[4-fluoro-2-(2,2,2-trifluoroethoxy)phenyl]-2,3-dihydro-1H-pyrrolo[3,4-c]pyridin-1-one FC=1C=C(C=CC1C1(COC1)O)N1CC=2C(=NC=CC2C1=O)C1=C(C=C(C=C1)F)OCC(F)(F)F